rac-(6R)-7-(4-bromo-3-chloro-benzoyl)-2-[4-(cyclopropoxy)phenyl]-N-[[2-(4-fluoropyrazol-1-yl)phenyl]methyl]-6-methyl-3-oxo-6,8-dihydro-5H-imidazo[1,5-a]pyrazine-1-carboxamide BrC1=C(C=C(C(=O)N2CC=3N(C[C@H]2C)C(N(C3C(=O)NCC3=C(C=CC=C3)N3N=CC(=C3)F)C3=CC=C(C=C3)OC3CC3)=O)C=C1)Cl |r|